CN1[C@@H](CC(C1)(C)C)C(=O)O (S)-1,4,4-trimethylpyrrolidine-2-carboxylic acid